(2-((5-chloro-2-((3-nitro-4-(2,7-diazaspiro[3.5]nonan-7-yl)phenyl)amino)pyrimidin-4-yl)amino)phenyl)dimethylphosphine oxide trifluoroacetic acid salt FC(C(=O)O)(F)F.ClC=1C(=NC(=NC1)NC1=CC(=C(C=C1)N1CCC2(CNC2)CC1)[N+](=O)[O-])NC1=C(C=CC=C1)P(C)(C)=O